8-acetyl-3-cyclopropyl-6-fluoro-2-tetrahydropyran-4-yl-quinazolin-4-one C(C)(=O)C=1C=C(C=C2C(N(C(=NC12)C1CCOCC1)C1CC1)=O)F